ClC1=C(C=CC(=C1)C)C=1CCSC2=C(C1C=1C=NC(=CC1)O[C@@H]1CN(CC1)CCCF)C=CC(=C2)O 4-(2-chloro-4-methyl-phenyl)-5-[6-[(3S)-1-(3-fluoropropyl)pyrrolidin-3-yl]oxy-3-pyridyl]-2,3-dihydro-1-benzothiepin-8-ol